(2r,3s)-2,2'-bisdiphenylphosphino-1,1'-binaphthyl C1(=CC=CC=C1)P(C1=C(C2=CC=CC=C2C=C1)C1=C(C=CC2=CC=CC=C12)P(C1=CC=CC=C1)C1=CC=CC=C1)C1=CC=CC=C1